FC(C(=O)O)(F)F.BrC[C@H](CC1=CC=CC=C1)N (2S)-1-bromo-3-phenylpropan-2-amine trifluoroacetate